3-((3-((1R,4R)-2-Oxa-5-azabicyclo[2.2.1]heptan-5-yl)-1-oxa-8-azaspiro[4.5]decan-8-yl)sulfonyl)-4-fluorobenzonitrile [C@H]12OC[C@H](N(C1)C1COC3(C1)CCN(CC3)S(=O)(=O)C=3C=C(C#N)C=CC3F)C2